N-(1-acetyl-3-vinyl-azetidin-3-yl)-2-methyl-propane-2-sulfinamide C(C)(=O)N1CC(C1)(C=C)NS(=O)C(C)(C)C